N-indolin-1-yl-4-morpholino-8-(2,3,5-trifluorophenyl)quinoline-3-carboxamide tert-butyl-N-[(1S)-2-[3,4-dichloro-2-(3-fluoropyridine-2-carbonyl)anilino]-1-methyl-2-oxo-ethyl]carbamate C(C)(C)(C)OC(N[C@H](C(=O)NC1=C(C(=C(C=C1)Cl)Cl)C(=O)C1=NC=CC=C1F)C)=O.N1(CCC2=CC=CC=C12)NC(=O)C=1C=NC2=C(C=CC=C2C1N1CCOCC1)C1=C(C(=CC(=C1)F)F)F